The molecule is a 3-oxo-fatty acyl-CoA(4-) arising from deprotonation of the phosphate and diphosphate functions of 3-oxotriacontanoyl-CoA (3-oxomelissoyl-CoA). It is a 3-oxo-fatty acyl-CoA(4-), an 11,12-saturated fatty acyl-CoA(4-) and an ultra-long-chain fatty acyl-CoA(4-). It is a conjugate base of a 3-oxotriacontanoyl-CoA. CCCCCCCCCCCCCCCCCCCCCCCCCCCC(=O)CC(=O)SCCNC(=O)CCNC(=O)[C@@H](C(C)(C)COP(=O)([O-])OP(=O)([O-])OC[C@@H]1[C@H]([C@H]([C@@H](O1)N2C=NC3=C(N=CN=C32)N)O)OP(=O)([O-])[O-])O